(R)-6-(4-(1-phenylethoxy)phenyl)-4-(1,2,3,6-tetrahydropyridin-4-yl)-7H-pyrrolo[2,3-d]pyrimidine C1(=CC=CC=C1)[C@@H](C)OC1=CC=C(C=C1)C1=CC2=C(N=CN=C2C=2CCNCC2)N1